NC([C@H](CCC(=O)[O-])N1C(C2=CC(=C(C(=C2C1)F)Br)F)=O)=O (S)-5-amino-4-(5-bromo-4,6-difluoro-1-oxoisoindolin-2-yl)-5-oxopentanoate